methyl 6-[8-[tert-butoxycarbonyl(2-cyanoallyl)amino]-7-chloro-2-naphthyl]pyridine-2-carboxylate C(C)(C)(C)OC(=O)N(C=1C(=CC=C2C=CC(=CC12)C1=CC=CC(=N1)C(=O)OC)Cl)CC(=C)C#N